C[C@@H](C1=CC=C(C=C1)CC(C)C)C(=O)SCCNC(=O)CCNC(=O)[C@@H](C(C)(C)COP(=O)([O-])OP(=O)([O-])OC[C@@H]2[C@H]([C@H]([C@@H](O2)N3C=NC4=C(N=CN=C43)N)O)OP(=O)([O-])[O-])O The molecule is an acyl-CoA(4-) resulting from the removal of all four protons from the phosphate and diphosphate groups of (2S)-ibuprofenoyl-CoA; major species at pH 7.3.